6-azidosulfonylhexyltriethoxysilane N(=[N+]=[N-])S(=O)(=O)CCCCCC[Si](OCC)(OCC)OCC